N-tert-butyl-4-[[2-(2-hydroxyphenyl)acetyl]amino]pyridine-2-carboxamide C(C)(C)(C)NC(=O)C1=NC=CC(=C1)NC(CC1=C(C=CC=C1)O)=O